FC(COC[C@H]1CN(CCC1)C1CCN(CC1)C(=O)OCC1=CC=CC=C1)(F)F |r| rac-Benzyl 3-[(2,2,2-trifluoroethoxy)methyl][1,4'-bipiperidine]-1'-carboxylate